O1[C@@H](CC1)CN1C=NC(=C1C(=O)O)C(F)(F)F 1-(((S)-oxetan-2-yl)methyl)-4-(trifluoromethyl)-1H-imidazole-5-carboxylic acid